tert-butyl 4-{4-[6-(2-cyano-3-{[ethyl(methyl)sulfamoyl]amino}-6-fluorophenoxy)-4-oxoquinazolin-3-yl]phenyl}piperazine-1-carboxylate C(#N)C1=C(OC=2C=C3C(N(C=NC3=CC2)C2=CC=C(C=C2)N2CCN(CC2)C(=O)OC(C)(C)C)=O)C(=CC=C1NS(N(C)CC)(=O)=O)F